CC([C@@H](C=O)NC(OC(C)(C)C)=O)C tert-butyl (S)-(3-methyl-1-oxobutan-2-yl)carbamate